C(CCCC)N1C(=[N+](C=C1)C)C 1-pentyl-2,3-dimethylimidazolium